C(C)(C)(C)C1=NN(C(=C1)NC(OC1=CC=CC=C1)=O)C1=CC=CC=C1 phenyl (3-(tert-butyl) 1-phenyl-1H-pyrazol-5-yl)carbamate